[Fe].[Cu].C(CCC)N1CCOCC1 N-butyl-morpholine copper-iron